N-[5-(2-cyano-6-oxo-1-propyl-6,7-dihydro-1H-purin-8-yl)-pyridin-2-yl]-3-methoxy-benzenesulfonamide C(#N)C=1N(C(C=2NC(=NC2N1)C=1C=CC(=NC1)NS(=O)(=O)C1=CC(=CC=C1)OC)=O)CCC